(S)-1-(4-(4-(1-(pent-3-yl)-1H-pyrazol-4-yl)pyrazolo[1,5-a]pyrazin-6-yl)-1H-pyrazol-1-yl)propan-2-ol CCC(CC)N1N=CC(=C1)C=1C=2N(C=C(N1)C=1C=NN(C1)C[C@H](C)O)N=CC2